Pyrrolidine-1-carboxylic acid tert-butyl ester N-(4-methylbenzene-1-sulfonyl)-L-phenylalanine salt CC1=CC=C(C=C1)S(=O)(=O)N[C@@H](CC1=CC=CC=C1)C(=O)O.C(C)(C)(C)OC(=O)N1CCCC1